6-(1-(4-methoxybenzyl)-1H-pyrazol-4-yl)pyrazolo[1,5-a]Pyrazin-4-ol COC1=CC=C(CN2N=CC(=C2)C=2N=C(C=3N(C2)N=CC3)O)C=C1